C(C)(C)(C)C1=CC=C(C=C1)C=1C=2N(C=C(N1)C(=O)OCC)C=CC2 ethyl 1-(4-(tert-butyl)phenyl)pyrrolo[1,2-a]pyrazine-3-carboxylate